CN(C)C=NC(C(C)C1=C(C(=O)N)C=C(C=C1C(F)(F)F)C(F)(F)F)=O [2-[dimethylaminomethyleneamino]-1-methyl-2-oxo-ethyl]-3,5-bis(trifluoromethyl)benzamide